BrC1=C(C=CC=C1)C#CC=1C=C(C#N)C=CC1N(C)C 3-((2-bromophenyl)ethynyl)-4-(dimethylamino)benzonitrile